C(CCC)/C(/C(=O)[O-])=C/C(=O)[O-].C(CCC)/C(/C(=O)[O-])=C/C(=O)[O-].C(CCC)[Sn+4]CCCC dibutyl-tin bis(butyl maleate)